OCC/C=C/CCC(OCC)OC(CC\C=C\CCO)OCC (3E)-6-hydroxy-3-hexenylethyloxymethyl ether